N-hydroxy-propanamidine ONC(CC)=N